C(C=C)OC(=O)NCCCNC(OC(C)(C)C)=O tert-butyl N-[3-(allyloxycarbonylamino)propyl]carbamate